(E)-docos-13-enoic acid C(CCCCCCCCCCC\C=C\CCCCCCCC)(=O)O